benzyl 4-(4-{(S)-1-[8-((S)-1,2-dimethyl-propyl)-7-oxo-7,8-dihydro-pyrido[2,3-d]pyrimidin-2-ylamino]-ethyl}-phenoxy)-piperidine-1-carboxylate C[C@@H](C(C)C)N1C(C=CC2=C1N=C(N=C2)N[C@@H](C)C2=CC=C(OC1CCN(CC1)C(=O)OCC1=CC=CC=C1)C=C2)=O